trans-3-(7-methyl-2-(methylsulfanyl)-8-oxo-7,8-dihydro-9H-purin-9-yl)cyclobutane-1-carbonitrile CN1C(N(C2=NC(=NC=C12)SC)[C@@H]1C[C@H](C1)C#N)=O